4-(benzyloxy)-3-(3-phenylpropoxy)phenol C(C1=CC=CC=C1)OC1=C(C=C(C=C1)O)OCCCC1=CC=CC=C1